C(C1=CC=CC=C1)(=O)[O-].[Sm+3].C(C1=CC=CC=C1)(=O)[O-].C(C1=CC=CC=C1)(=O)[O-] samarium benzoate